NC1CCN(CC1)C1=NC(=C(C2=C1C(NC2)=O)C2=CC(=C(C=C2)OC)F)C2=CC(=C(C#N)C=C2)F 4-(4-(4-aminopiperidin-1-yl)-7-(3-fluoro-4-methoxyphenyl)-3-oxo-2,3-dihydro-1H-pyrrolo[3,4-c]pyridin-6-yl)-2-fluorobenzonitrile